FC=1C=C(C=NC1)C=1N=C(C=2OC[C@@H](NC2N1)COC)NCCC1=CNC2=CC=CC=C12 (7S)-2-(5-fluoro-3-pyridyl)-N-[2-(1H-indol-3-yl)ethyl]-7-(methoxymethyl)-7,8-dihydro-6H-pyrimido[5,4-b][1,4]oxazin-4-amine